5-(((3-(5-(3,5-Difluorophenyl)-4,5-dihydro-1H-pyrazole-1-carbonyl)bicyclo[1.1.1]pentan-1-yl)methyl)(methyl)amino)pyrazine-2-carbonitrile FC=1C=C(C=C(C1)F)C1CC=NN1C(=O)C12CC(C1)(C2)CN(C=2N=CC(=NC2)C#N)C